C(=O)C1=C(C=CC(=C1)C#N)C1=CC=C(C=C1)O formyl-4'-hydroxybiphenyl-4-carbonitrile